2,4-dichloro-5-trifluoromethylpyridine ClC1=NC=C(C(=C1)Cl)C(F)(F)F